CC1=CC2=CC=CC=C2C=C1 β-methylnaphthalene